C1(CCCCC1)NC(=O)NC1=C(C=CC=C1)C1=NC=CC=C1 1-Cyclohexyl-3-(2-(pyridin-2-yl)phenyl)urea